(R)-2-((2,3-dihydrofuran-2-yl)methyl)isoindoline-1,3-dione O1[C@H](CC=C1)CN1C(C2=CC=CC=C2C1=O)=O